(piperidin-4-yl)-N-(quinoxalin-6-ylmethyl)pyridin-3-amine N1CCC(CC1)C1=NC=CC=C1NCC=1C=C2N=CC=NC2=CC1